ClC=1C(=C(C=CC1O[C@@H](C)C1=C(C=CC=C1)F)S(=O)(=O)NC=1SC=CN1)F (S)-3-chloro-2-fluoro-4-(1-(2-fluorophenyl)ethoxy)-N-(thiazol-2-yl)benzenesulfonamide